lactolactone C1(C(C)O1)=O